4-((2s,5r)-4-propenoyl-2,5-dimethylpiperazin-1-yl)-1-(4,6-diisopropylpyrimidin-5-yl)-6-fluoro-7-(2-fluoro-6-hydroxyphenyl)pyrido[2,3-d]pyrimidin-2(1H)-one C(C=C)(=O)N1C[C@@H](N(C[C@H]1C)C=1C2=C(N(C(N1)=O)C=1C(=NC=NC1C(C)C)C(C)C)N=C(C(=C2)F)C2=C(C=CC=C2O)F)C